methyl 5-(trifluoromethyl)indolizine-2-carboxylate FC(C=1N2C=C(C=C2C=CC1)C(=O)OC)(F)F